FC(OC1=CC2=CC=C(C=C2C=C1)B(O)O)F 2-(DIFLUOROMETHOXY)NAPHTHALENE-6-BORONIC ACID